6-chloro-5'-(5-chloro-2-methylphenyl)-2'-(2-(difluoromethoxy)phenyl)-3'-isopropyl-3'H-spiro[indoline-3,4'-pyrrolo[3,4-d]imidazole]-2,6'(5'H)-dione ClC1=CC=C2C(=C1)NC(C21N(C(C=2N=C(N(C21)C(C)C)C2=C(C=CC=C2)OC(F)F)=O)C2=C(C=CC(=C2)Cl)C)=O